ethyl 2,6-dichlorophenoxyacetate ClC1=C(OCC(=O)OCC)C(=CC=C1)Cl